IC=1N(C=2C=CC=C(C2C1)NC1CC(OCC1)C)CC(F)(F)F 2-iodo-N-(2-methyltetrahydro-2H-pyran-4-yl)-1-(2,2,2-trifluoroethyl)-1H-indol-4-amine